C1=NC=C(C2=CC=CC=C12)N1C(N(CC1C#N)C1=NC=C(C=C1)C(F)(F)F)=O 3-(isoquinolin-4-yl)-2-oxo-1-(5-(trifluoromethyl)pyridin-2-yl)imidazoline-4-carbonitrile